C(#N)C=1C=C(C=NC1N1N=CC=N1)NC(=O)C=1C=NN(C1C(F)(F)F)C1=CC=CC2=C(C=CC=C12)F N-(5-Cyano-6-(2H-1,2,3-triazol-2-yl)pyridin-3-yl)-1-(5-fluoronaphthalen-1-yl)-5-(trifluoromethyl)-1H-pyrazol-4-carboxamid